BrC=1C=2N(C=CC1)C(=C(N2)C#CCNC=2C(=CC1=CN(N=C1C2)C2OCCCC2)OC)SC(F)(F)F N-(3-{8-bromo-3-[(trifluoromethyl)sulfanyl]imidazo[1,2-a]pyridin-2-yl}prop-2-yn-1-yl)-5-methoxy-2-(oxan-2-yl)indazol-6-amine